4-(7-methylpyrrolo[2,3-d]pyrimidin-4-yl)-7-[(5-piperazin-1-yl-2-pyridyl)amino]isoindolin-1-one CN1C=CC2=C1N=CN=C2C2=C1CNC(C1=C(C=C2)NC2=NC=C(C=C2)N2CCNCC2)=O